2-(propoxymethyl)-7-fluoro-5H-benzo[d]pyrazolo[5,1-b][1,3]oxazin-5-imine C(CC)OCC1=NN2C(OC(C3=C2C=CC(=C3)F)=N)=C1